C(C)C(COC(=S)SCC(CCCC)CC)CCCC.[Zn] zinc di(2-ethylhexyl)xanthate